4-[4-(4,5-dichloro-1-methyl-1H-indole-2-amido)oxan-4-yl]benzoic acid ClC1=C2C=C(N(C2=CC=C1Cl)C)C(=O)NC1(CCOCC1)C1=CC=C(C(=O)O)C=C1